OC1=C(CN(C1=O)[C@H](COC)C)C(=O)OCC ethyl (S)-4-hydroxy-1-(1-methoxypropane-2-yl)-5-oxo-2,5-dihydro-1H-pyrrole-3-carboxylate